Cl.NC(C(=O)N1CCN(CC1)C(=O)NC1=NC(N(C=C1)C1=CC=C(C=C1)CCN1CCC(CCC1)NC)=O)(C)C 4-(2-Amino-2-methylpropanoyl)-N-(1-(4-(2-(4-(methylamino)azepan-1-yl)ethyl)phenyl)-2-oxo-1,2-dihydropyrimidin-4-yl)piperazine-1-carboxamide hydrochloride salt